3-(5-bromo-6-ethylpyridin-2-yl)prop-2-yn-1-ol BrC=1C=CC(=NC1CC)C#CCO